N-(4-(8-Ethyl-2-(((3S,5S)-5-fluoropiperidin-3-yl)amino)-7-oxo-7,8-dihydropyrido[2,3-d]pyrimidin-6-yl)-2,3-difluorophenyl)propane-1-sulfonamide C(C)N1C(C(=CC2=C1N=C(N=C2)N[C@@H]2CNC[C@H](C2)F)C2=C(C(=C(C=C2)NS(=O)(=O)CCC)F)F)=O